3',5'-dibromo-2,6-diisopropyl-1,1'-biphenyl BrC=1C=C(C=C(C1)Br)C1=C(C=CC=C1C(C)C)C(C)C